1,9-bis(4-hydroxyphenoxy)nonane phenyl-(5-tert-butyl-isoxazol-3-yl)-carbamate C1(=CC=CC=C1)N(C(O)=O)C1=NOC(=C1)C(C)(C)C.OC1=CC=C(OCCCCCCCCCOC2=CC=C(C=C2)O)C=C1